CC1=NC=C(C=C1NC(=O)C=1C=NN2C1SC=C2)NC(=O)C2N(CCC2)C N-(2-methyl-5-(1-methylpyrrolidine-2-carboxamido)pyridin-3-yl)pyrazolo[5,1-b]Thiazole-7-carboxamide